C(=O)(O)CCCCC(=O)O 1,4-dicarboxybutane